1,5-diethyl-9,10-bis(ethoxycarbonyloxy)anthracene C(C)C1=CC=CC2=C(C3=C(C=CC=C3C(=C12)OC(=O)OCC)CC)OC(=O)OCC